O[C@@H](COC=1C=CC2=C(C(C=3NC4=CC(=CC=C4C3C2=O)OC)(C)C)C1)CO 8-((R)-2,3-Dihydroxy-propoxy)-3-methoxy-6,6-dimethyl-5,6-dihydro-benzo[b]carbazol-11-one